6-(3-fluoro-4-nitrophenyl)-1-(3,4,5-trimethoxyphenyl)-1H-benzo[d][1,2,3]triazole FC=1C=C(C=CC1[N+](=O)[O-])C=1C=CC2=C(N(N=N2)C2=CC(=C(C(=C2)OC)OC)OC)C1